CC12N=C3CC(CC(C1)C3)(C2)C 1,5-dimethyl-2-azaadamantaneN